ClC1=C(C(=CC=C1)N1CCN(CC1)C(C)C)NC(=O)N1CCC(CC1)(C)C1=NOC(=N1)[C@H]1[C@@H](C1)F |r| Rac-N-{2-chloro-6-[4-(propan-2-yl)piperazin-1-yl]phenyl}-4-{5-[(1S,2R)-2-fluorocyclopropyl]-1,2,4-oxadiazol-3-yl}-4-methylpiperidine-1-carboxamide